NCC=1N(C2=C(C=NC=3C=CC(=CC23)C#N)N1)[C@H]1C[C@H](OCC1)C 2-(aminomethyl)-1-((2R,4R)-2-methyltetrahydro-2H-pyran-4-yl)-1H-imidazo[4,5-c]quinoline-8-carbonitrile